(2S,3S)-3-amino-2-methyl-2,3-dihydropyrido[3,2-b][1,4]oxazepin-4(5H)-one hydrochloride Cl.N[C@@H]1C(NC2=C(O[C@H]1C)C=CC=N2)=O